ClC1=C(C=CC(=C1)C)C=1CCCC2=C(C1C1=CC=C(C=C1)CC1CN(C1)CCCF)C=C(C(=C2F)C(=O)O)F 8-(2-chloro-4-methylphenyl)-2,4-difluoro-9-(4-((1-(3-fluoropropyl)azetidin-3-yl)methyl)phenyl)-6,7-dihydro-5H-benzo[7]annulene-3-carboxylic acid